F[C@@H]1CN(CC1)C(=O)[C@H]1CCC2=NN(C(N21)=O)CC=2C=NC(=CC2)C(F)(F)F |&1:8| (5RS)-5-{[(3S)-3-Fluoropyrrolidin-1-yl]carbonyl}-2-{[6-(trifluoromethyl)pyridin-3-yl]methyl}-2,5,6,7-tetrahydro-3H-pyrrolo[2,1-c][1,2,4]triazol-3-one